(3S)-3-(2-(5-(2-(azetidin-1-yl)ethyl)-2-oxo-4-(trifluoromethyl)pyridin-1(2H)-yl)-4-methylpentanamido)-3-(2,3',4-trifluoro-2',6'-dimethyl-5-(trifluoromethyl)biphenyl-3-yl)propanoic acid N1(CCC1)CCC=1C(=CC(N(C1)C(C(=O)N[C@@H](CC(=O)O)C=1C(=C(C=C(C1F)C(F)(F)F)C1=C(C(=CC=C1C)F)C)F)CC(C)C)=O)C(F)(F)F